dithiobis(thiocarboxylic acid) C(=S)(O)SSC(=S)O